ClC1=C2C=C(NC2=CC=C1Cl)C(=O)N1CCN(CC1)C([C@H]1NCCC1)=O (S)-(4,5-dichloro-1H-indol-2-yl)(4-prolylpiperazin-1-yl)methanone